ClC1=CC=C(N=N1)N1CC(CC1)NC1CCOCC1 1-(6-chloropyridazin-3-yl)-N-(oxan-4-yl)pyrrolidin-3-amine